Ethyl 2-(7-cyclohexyl-9-methoxy-2-methyl-3-oxo-2,3,5,7-tetrahydrobenzo[5,6]oxepino[4,3-c]pyridin-5-yl)acetate C1(CCCCC1)C1C2=C(C3=CN(C(C=C3C(O1)CC(=O)OCC)=O)C)C=CC(=C2)OC